C(C=C)C1(COCC2=NC(=CC=C21)C(F)(F)F)NS(=O)C(C)(C)C N-(5-allyl-2-(trifluoromethyl)-5,8-dihydro-6H-pyrano[3,4-b]pyridin-5-yl)-2-methylpropan-2-sulfinamide